O1C=C(C2=C1C=CC=C2)C2=CC1=C(C=N2)C(OC(O1)(C)C)=O 7-(benzofuran-3-yl)-2,2-dimethyl-4H-[1,3]-dioxino[5,4-c]pyridin-4-one